C(C)(=O)O[C@H]([C@@H](CNC(CCCCCCCCCCCCCCC)=O)OC(C)=O)[C@@H]1O[C@@](C[C@@H]([C@H]1NC(COC(C)=O)=O)OC(C)=O)(OCCOCCOCC#C)C(=O)OC (1R,2R)-1-((2R,3R,4S,6R)-4-acetoxy-3-(2-acetoxyacetamido)-6-(methoxycarbonyl)-6-(2-(2-(prop-2-yn-1-yloxy)ethoxy)ethoxy)tetrahydro-2H-pyran-2-yl)-3-palmitamidopropane-1,2-diyl diacetate